(S)-2-(6-(2,3-dimethyl-1H-pyrrolo[2,3-b]pyridin-5-yl)-2-((S)-3,3,3-Trifluoro-2-hydroxy-2-methylpropionyl)-1,2,3,4-tetrahydroisoquinolin-8-yl)pyrrolidine CC1=C(C=2C(=NC=C(C2)C=2C=C3CCN(CC3=C(C2)[C@H]2NCCC2)C([C@](C(F)(F)F)(C)O)=O)N1)C